(Z)-octadeca-9-en-1-yl 6-bromohexanoate BrCCCCCC(=O)OCCCCCCCC\C=C/CCCCCCCC